1-(2-methyl-2H-indazol-7-yl)-ethanamine CN1N=C2C(=CC=CC2=C1)C(C)N